5-NITRO-6-METHYL-2-PYRIDINECARBALDEHYDE [N+](=O)([O-])C=1C=CC(=NC1C)C=O